N-((2-((2-Fluorobenzyl)oxy)pyridin-4-yl)methyl)-2-(3-fluorophenyl)acetamide FC1=C(COC2=NC=CC(=C2)CNC(CC2=CC(=CC=C2)F)=O)C=CC=C1